2-(4-(1,4-diazepan-1-yl)-2-methoxybenzyl)-5-azido-N-butyl-2H-pyrazolo[4,3-d]pyrimidin-7-amine hydrochloride Cl.N1(CCNCCC1)C1=CC(=C(CN2N=C3C(N=C(N=C3NCCCC)N=[N+]=[N-])=C2)C=C1)OC